[Cl-].[Cl-].S1C=CC=C1 thiophene dichloride